N-hydroxy-4-(2-methoxy-5-(((methoxymethoxy)methyl)(2-methyl-4-quinazolinyl)amino)phenoxy)butanamide methyl-4-(1,4-dioxa-8-azaspiro[4.5]decane-8-yl)benzoate COC(C1=CC=C(C=C1)N1CCC2(OCCO2)CC1)=O.ONC(CCCOC1=C(C=CC(=C1)N(C1=NC(=NC2=CC=CC=C12)C)COCOC)OC)=O